NC1COC(OC1)CCNC(=O)C1=CC(=NN1[C@@H](C)C1=CC=CC=C1)C(=O)NC N5-(2-((2r,5S)-5-amino-1,3-dioxan-2-yl)ethyl)-N3-methyl-1-((S)-1-phenylethyl)-1H-pyrazole-3,5-dicarboxamide